propan-2-yl 4-[5-[[4-(difluoromethyl)-6-oxo-1H-pyridine-3-carbonyl]amino]-2-fluoro-4-[rac-(3R)-3,4-dimethylpiperazin-1-yl]phenyl]-3,6-dihydro-2H-pyridine-1-carboxylate FC(C=1C(=CNC(C1)=O)C(=O)NC=1C(=CC(=C(C1)C=1CCN(CC1)C(=O)OC(C)C)F)N1C[C@H](N(CC1)C)C)F |r|